5-Phenyl-1H-pyrazole-3-carboxylic acid {2-[4-(2,4-difluoro-phenylamino)-piperidin-1-yl]-2-oxo-ethyl}-amide FC1=C(C=CC(=C1)F)NC1CCN(CC1)C(CNC(=O)C1=NNC(=C1)C1=CC=CC=C1)=O